tert-butyl (3S,4R)-3-fluoro-4-((2-(3-((2-methoxy-4-(methylcarbamoyl)phenyl)amino)prop-1-yn-1-yl)-3-((trifluoromethyl)thio)imidazo[1,2-a]pyridin-8-yl)amino)piperidine-1-carboxylate F[C@H]1CN(CC[C@H]1NC=1C=2N(C=CC1)C(=C(N2)C#CCNC2=C(C=C(C=C2)C(NC)=O)OC)SC(F)(F)F)C(=O)OC(C)(C)C